ClC=1C=CC=C2C=CC(OC12)C(C(=O)OC)(C1=CC=CC=C1)O methyl 2-(8-chloro-2H-chromenyl)-2-hydroxy-2-phenylacetate